methoxymethyl-4-((4-(benzyloxy)-2-methoxy-6-methylbenzoyl)oxy)-3-chloro-2,5,6-trimethylbenzoate COCOC(C1=C(C(=C(C(=C1C)C)OC(C1=C(C=C(C=C1C)OCC1=CC=CC=C1)OC)=O)Cl)C)=O